(3S,5R)-1-(4-bromo-5-fluoro-2-nitrophenyl)-3,5-dimethylpiperazine BrC1=CC(=C(C=C1F)N1C[C@@H](N[C@@H](C1)C)C)[N+](=O)[O-]